2-(4-{9-hydroxy-5-methyl-8-oxo-4-thia-2,12-diazatricyclo[7.3.0.03,7]dodeca-1,3(7),5-trien-12-yl}phenyl)-N,N-dimethylacetamid OC12C(C=3C=C(SC3N=C2N(CC1)C1=CC=C(C=C1)CC(=O)N(C)C)C)=O